benzyl-sulfonate-sodium salt [Na+].C(C1=CC=CC=C1)S(=O)(=O)[O-]